C(CCC)[N+]1(CC=CC=C1)C 1-butyl-1-methylpyridinium